C(C1=CC=CC=C1)C1CC12NCCC(C2)CO[Si](C2=CC=CC=C2)(C2=CC=CC=C2)C(C)(C)C benzyl-7-(((tert-butyldiphenylsilyl)oxy)methyl)-4-azaspiro[2.5]octane